CN(C1=CC=C(C2=CC=C(N(C)C)C=C2)C=C1)C tetra-methyl-benzidine